C[C@]12CC(C[C@](CC1)(N2)C)N(C2=CC=C(N=N2)C2=C(C=C(C=C2)N2C=C(C=C2)C#N)O)C 1-(4-(6-(((1R,3s,5S)-1,5-dimethyl-8-azabicyclo[3.2.1]octan-3-yl)(methyl)amino)pyridazin-3-yl)-3-hydroxyphenyl)-1H-pyrrole-3-carbonitrile